CN(C1(CCC2(CN(C(N2)=O)C=2C=NC(=NC2)C(F)(F)F)CC1)C1=CC=CC=C1)CC1COC1 8-[methyl-(oxetan-3-yl-methyl)-amino]-8-phenyl-3-[2-(trifluoromethyl)-pyrimidin-5-yl]-1,3-diazaspiro[4.5]decan-2-one